COC=1N=C2C(C(C(N(C2=CC1)C)=O)C#N)=O 6-methoxy-1-methyl-2,4-dioxo-1,2,3,4-tetrahydro-1,5-naphthyridine-3-carbonitrile